CC=1C=C(C=CC1F)C#CCCC 1-(3-methyl-4-fluorophenyl)-1-pentyne